CC1=NC(=CC(=N1)NC1=NN2C(C=C(C=C2)C=2N(N=CC2OC[C@@H]2N(CC2)CC)C)=C1)C N-(2,6-dimethylpyrimidin-4-yl)-5-[4-[[(2R)-1-ethylazetidin-2-yl]methoxy]-2-methyl-pyrazol-3-yl]pyrazolo[1,5-a]pyridin-2-amine